C(C1=CC=CC=C1)(=O)O.C1(=CC=CC=C1)SC1=CC=C(C=C1)C(C(CCCCCC)=NO)=O 1-(4-phenylthiophenyl)-n-octane-1,2-dione-2-oxime benzoate